NC(COCC1=CC(=C(C=C1)OC)[N+](=O)[O-])C 2-aminopropyl-(4-methoxy-3-nitrobenzyl) ether